ClC=1C=CC(=C(C1)C1(C(NC2=CC(=CC=C12)C(F)(F)F)=O)O)O (+)-3-(5-chloro-2-hydroxyphenyl)-1,3-dihydro-3-hydroxy-6-(trifluoromethyl)-2H-indol-2-one